C(C)(C)C=1C(=NNC1C=1C=C(C=2N(C1)N=CN2)C)C=2SC1=C(CNCC1)N2 2-(4-isopropyl-5-(8-methyl-[1,2,4]triazolo[1,5-a]pyridin-6-yl)-1H-pyrazol-3-yl)-4,5,6,7-tetrahydrothiazolo[4,5-c]pyridine